3-CIS-ACETATE ((Z)-hex-3-en-1-yl acetate) C(C\C=C/CC)CC(=O)O.C(C)(=O)O